Cl.C1(CC1)S(=O)(=O)[NH-] cyclopropanesulfonyl-amide hydrochloride